N-(1-(2-hydroxyethyl)-2-oxopyrrolidin-3-yl)-2-methyl-5-(thiazol-2-ylmethoxy)benzofuran OCCN1C(C(CC1)N1C(SC=C1)COC=1C=CC2=C(C=C(O2)C)C1)=O